5-bromo-1-(2-((2-((3-chloro-2-fluorophenylmethyl)amino)-2-oxoethyl)(isopropyl)amino)-2-oxoethyl)-1H-indole-3-carboxamide BrC=1C=C2C(=CN(C2=CC1)CC(=O)N(C(C)C)CC(=O)NCC1=C(C(=CC=C1)Cl)F)C(=O)N